O=C1OC2=CC(=CC=C2C(=C1)C1=C(C=CC=C1)C)/C(=C/C(=O)OC)/C methyl (E)-3-(2-oxo-4-(o-tolyl)-2H-chromen-7-yl)but-2-enoate